(R)-3-Hydroxy-1-methyl-3-(3-(2-(5-methyl-1-tosyl-1H-pyrrolo[3,2-b]pyridin-3-yl)thiazol-4-yl)phenyl)pyrrolidin-2-one O[C@@]1(C(N(CC1)C)=O)C1=CC(=CC=C1)C=1N=C(SC1)C1=CN(C=2C1=NC(=CC2)C)S(=O)(=O)C2=CC=C(C)C=C2